(4-(1-(2-fluoro-2-methylpropyl)-1H-1,2,3-triazol-4-yl)phenyl)(4-(5-methyloxazolo[4,5-b]pyridin-2-yl)piperazin-1-yl)methanone FC(CN1N=NC(=C1)C1=CC=C(C=C1)C(=O)N1CCN(CC1)C=1OC=2C(=NC(=CC2)C)N1)(C)C